[N-]=C=O.[N-]=C=O.C1=CC=CC=2C3=CC=CC=C3NC12 carbazole diisocyanate